4-(4-methoxyphenyl)phenylphosphonic acid dichloride COC1=CC=C(C=C1)C1=CC=C(C=C1)P(=O)(Cl)Cl